5-bromo-2,7-dimethylisoindolin-1-one BrC=1C=C2CN(C(C2=C(C1)C)=O)C